C(C1=CC=CC=C1)OC([C@H](C(C)C)N(C)C(=O)OC(C)(C)C)=O (2S)-2-[tert-Butoxycarbonyl-(methyl)amino]-3-methyl-butanoic acid benzyl ester